N12C[C@H](C(CC1)CC2)OC(N[C@@H]2C(CC1=CC(=CC=C21)C2=CC(=C(C=C2)OCCC)F)(C)C)=O (S)-quinuclidin-3-yl((R)-5-(3-fluoro-4-propoxyphenyl)-2,2-dimethyl-2,3-dihydro-1H-inden-1-yl)carbamate